N-(4-(3-(3-methoxyphenyl)acryloyl)phenyl)acetamide COC=1C=C(C=CC1)C=CC(=O)C1=CC=C(C=C1)NC(C)=O